Hexyl-m-Toluidin C(CCCCC)NC1=CC(=CC=C1)C